trismethylethylketoxime CC(CC(=NO)CC(C)(C)C)(C)C